C1(CC1)C=1C=C(C=2N(C1)C=C(N2)CN)N2C=NN=C2 (6-cyclopropyl-8-(4H-1,2,4-triazol-4-yl)imidazo[1,2-a]pyridin-2-yl)methanamine